[B+3].S(=O)(=O)([O-])[O-].[Ni+2] nickel sulfate-boron salt